FC(C(=O)O)(F)F.ClC=1C(=NC(=NC1)NC1=CC=CC=C1)NC=1C=CC2=C(NC(O2)=O)C1 5-(5-chloro-2-(phenylamino)pyrimidin-4-ylamino)benzo[d]oxazol-2(3H)-one trifluoroacetate salt